methyl 3-(2-(4,4-difluoroazepan-1-yl)-6,7-dihydro-5H-cyclopenta[b]pyridine-3-carboxamido)benzoate FC1(CCN(CCC1)C1=C(C=C2C(=N1)CCC2)C(=O)NC=2C=C(C(=O)OC)C=CC2)F